6-chloro-1-((1R)-2,3-dihydro-1H-inden-1-yl)-7-(2-fluorophenyl)-4-((2S)-2-methyl-4-(2-propenoyl)-1-piperazinyl)pyrido[2,3-d]pyrimidin-2(1H)-one ClC1=CC2=C(N(C(N=C2N2[C@H](CN(CC2)C(C=C)=O)C)=O)[C@@H]2CCC3=CC=CC=C23)N=C1C1=C(C=CC=C1)F